tert-butyl N-[2-[2-[2-(4-chloro-3-fluoro-thieno[2,3-d]pyridazin-7-yl)-5-fluoro-phenoxy]ethoxy]ethyl]carbamate ClC1=C2C(=C(N=N1)C1=C(OCCOCCNC(OC(C)(C)C)=O)C=C(C=C1)F)SC=C2F